FC(OC1=CC2=C(N=C(O2)C=2C(=C(C=CC2)C2=C(C(=CC=C2)C=2OC3=C(N2)C=C(C(=C3)OC(F)F)CN(C)CCO)C)C)C=C1CN1[C@@H](CCC1)C(=O)O)F ((6-(difluoromethoxy)-2-(3'-(6-(difluoromethoxy)-5-(((2-hydroxyethyl)(methyl)amino)methyl)benzo[d]oxazol-2-yl)-2,2'-dimethyl-[1,1'-biphenyl]-3-yl)benzo[d]oxazol-5-yl)methyl)-L-proline